3-methoxy-4-((3-(4-(((1S,4S)-4-(3-methoxy-pyrrolidin-1-yl)cyclohexyl)amino)-1-(2,2,2-trifluoroethyl)-1H-indol-2-yl)prop-2-yn-1-yl)amino)benzenesulfonamide COC=1C=C(C=CC1NCC#CC=1N(C2=CC=CC(=C2C1)NC1CCC(CC1)N1CC(CC1)OC)CC(F)(F)F)S(=O)(=O)N